C(C)(CC)C1C(NC2=C(CN1C(CCN1C(CCC1)C(=O)N)=O)C=CC=C2)=O 1-(3-(3-(sec-butyl)-2-oxo-1,2,3,5-tetrahydro-4H-benzo[1,4]diazepin-4-yl)-3-oxopropyl)pyrrolidine-2-carboxamide